C(C)#N.C(C)#N.C(C)#N.C(C)#N.[Pd+2] Palladium (II) tetra(acetonitrile)